NC=1N=CC(=NC1OCC1=C(C(=CC=C1F)F)Cl)C=1C=C2C(=CNC2=CC1)CN1CCN(CC1)C(C)=O 1-(4-{5-[5-amino-6-(2-chloro-3,6-difluoro-benzyloxy)-pyrazin-2-yl]-1H-indol-3-ylmethyl}-piperazin-1-yl)-ethanone